O=C1N(CCCC(N1)=O)C=1SC2=C(N1)C=CC(=C2)C(=O)OC(C)(C)C tert-Butyl 2-(2,4-dioxo-1,3-diazepan-1-yl)-1,3-benzothiazole-6-carboxylate